FC(C1=CC=C(C=C1)C#C)F 1-(difluoromethyl)-4-ethynylbenzene